C(C)SC=1C(=NC=C(C1)C(F)(F)F)C(=O)O 3-ethylthio-5-(trifluoromethyl)picolinic acid